CN1N=C(N=C1)C(=O)NC1CCC2=CC(=CC=C12)C1=NOC(=N1)C 1-methyl-N-(5-(5-methyl-1,2,4-oxadiazol-3-yl)-2,3-dihydro-1H-inden-1-yl)-1H-1,2,4-triazole-3-carboxamide